OCC1(COC2(OC1)OCC(CO2)(CC)CO)CC 3,9-dihydroxymethyl-3,9-diethyl-1,5,7,11-tetraoxaspiro(5.5)undecane